BrC1=CC(=C(C(=C1)C)C1=CC(=C(C=C1)F)[C@H](CC(=O)OCC)NC(=O)OC(C)(C)C)O Ethyl (S)-3-(4'-bromo-4-fluoro-2'-hydroxy-6'-methyl-[1,1'-biphenyl]-3-yl)-3-((tert-butoxycarbonyl)amino)propanoate